4,6-dichloro-nicotinoyl chloride ClC1=CC(=NC=C1C(=O)Cl)Cl